4-(4-(3-cyano-9-ethyl-6,6-dimethyl-11-oxo-6,11-dihydro-5H-benzo[b]carbazol-8-yl)piperazin-1-yl)butanoic acid C(#N)C1=CC=C2C=3C(C4=C(C(C3NC2=C1)(C)C)C=C(C(=C4)CC)N4CCN(CC4)CCCC(=O)O)=O